Methyl 5-amino-4-(4-((4-(2-((2-aminobenzyl)amino)-2-oxoethyl)benzyl)oxy)-1-oxoisoindolin-2-yl)-5-oxopentanoate NC(C(CCC(=O)OC)N1C(C2=CC=CC(=C2C1)OCC1=CC=C(C=C1)CC(=O)NCC1=C(C=CC=C1)N)=O)=O